[Si](C)(C)(C(C)(C)C)OC[C@@H](C1=CC=CC=C1)N1C(NNC1=O)=O (R)-4-(2-((tert-butyldimethylsilyl)oxy)-1-phenylethyl)-1,2,4-triazolidine-3,5-dione